ClC1=NC=C(C(=C1)C1=C(C=NC(=C1)C)C(=O)NC=1SC(=NN1)OC[C@H]1C[C@@H](CC1)O)OC 2'-chloro-N-(5-(((1r,3r)-3-hydroxycyclopentyl)methoxy)-1,3,4-thiadiazol-2-yl)-5'-methoxy-6-methyl-(4,4'-bipyridine)-3-carboxamide